(3-(pyridin-3-yl)phenyl)boronic acid N1=CC(=CC=C1)C=1C=C(C=CC1)B(O)O